4-(trifluoromethoxy)-thiobenzamide FC(OC1=CC=C(C(=S)N)C=C1)(F)F